ClC=1C=C(NC2=C(C(=O)OC)C=CC=C2)C=C(C1OCC\C=C\CCOC1=C(C=C(C=C1Cl)CCC(=O)OC)Cl)Cl methyl 2-[3,5-dichloro-4-[(E)-6-[2,6-dichloro-4-(3-methoxy-3-oxo-propyl)phenoxy]hex-3-enoxy]anilino]benzoate